4-cyclopropyl-5-methyl-2-[2-(trimethylsilyl)ethoxy]pyridine C1(CC1)C1=CC(=NC=C1C)OCC[Si](C)(C)C